OC1CC2(C1)CC(N(CC2)C(=O)OC(C)(C)C)C2=CC=C(C=C2)C(=O)OC tert-butyl 2-hydroxy-6-(4-(methoxycarbonyl)phenyl)-7-azaspiro[3.5]nonane-7-carboxylate